FC=1C=CC(=NC1)[C@@]1(CCOC2(C1)CCOCC2)CCNC2CC1=CC=CC=C1C2 (R)-N-(2-(4-(5-fluoropyridin-2-yl)-1,9-dioxaspiro[5.5]undecan-4-yl)ethyl)-2,3-dihydro-1H-indene-2-amine